C[C@H]1N(C[C@@H]([C@H]([C@@H]1O)O)O)C[C@@H](C)C1=CC=CC=C1 (2r,3r,4r,5S)-2-methyl-1-((S)-2-phenylpropyl)piperidine-3,4,5-triol